BrC1=CC=C2CCC3(CNC(C3)=O)C2=C1 6-bromo-2,3-dihydrospiro[indene-1,3'-pyrrolidin]-5'-one